(4aR,8aR)-4-(6-chloropyridazin-3-yl)-2,3,4a,5,6,7,8,8a-octahydropyrido[4,3-b][1,4]oxazine ClC1=CC=C(N=N1)N1[C@H]2[C@H](OCC1)CCNC2